iridium (III) bis[phenyl(methyl-d3)pyridine] C1(=CC=CC=C1)C=1C(=NC=CC1)C([2H])([2H])[2H].C1(=CC=CC=C1)C=1C(=NC=CC1)C([2H])([2H])[2H].[Ir+3]